1'-(6-amino-5-((2-amino-3-chloro-pyridin-4-yl)thio)pyrazin-2-yl)-4,5-dihydrospiro[cyclopenta[b]furan-6,4'-piperidin]-5-amine NC1=C(N=CC(=N1)N1CCC2(CC1)C(CC1=C2OC=C1)N)SC1=C(C(=NC=C1)N)Cl